NN1CCCCC1 (S)-1-aminopiperidine